methyl (3-(3-(4-chloro-3,5-dimethylphenoxy)propyl)-7-(1,3,5-trimethyl-1H-pyrazol-4-yl)-1H-indole-2-carbonyl)glycylglycinate ClC1=C(C=C(OCCCC2=C(NC3=C(C=CC=C23)C=2C(=NN(C2C)C)C)C(=O)NCC(=O)NCC(=O)OC)C=C1C)C